tert-Butyl (2-((2'-amino-3-(N,N-bis(4-methoxybenzyl)sulfamoyl)-2-(2-(4-methoxybenzyl)-2H-tetrazol-5-yl)-[1,1'-biphenyl]-4-yl)sulfonyl)ethyl)carbamate tert-butyl-(2-aminoethyl)carbamate C(C)(C)(C)N(C(O)=O)CCN.NC1=C(C=CC=C1)C1=C(C(=C(C=C1)S(=O)(=O)CCNC(OC(C)(C)C)=O)S(N(CC1=CC=C(C=C1)OC)CC1=CC=C(C=C1)OC)(=O)=O)C=1N=NN(N1)CC1=CC=C(C=C1)OC